FC=1C=2N(C=CC1)N=C(C2)[C@@H]2N(CCC1=C2N=CN1)C=1OC(=NN1)C1=NC=NC=C1 (R)-2-(4-(4-fluoropyrazolo[1,5-a]pyridin-2-yl)-1,4,6,7-tetrahydro-5H-imidazo[4,5-c]pyridin-5-yl)-5-(pyrimidin-4-yl)-1,3,4-oxadiazole